2,4-dibutyl-6-ethylphenol C(CCC)C1=C(C(=CC(=C1)CCCC)CC)O